C(C)(C)(C)N1N=CC(=C1)C1=C(C(=O)OC)C=C(C=C1)NC(=O)C1(CC1)C1=C(C=C(C=C1)OC(F)(F)F)F Methyl 2-(1-tert-butyl-1H-pyrazol-4-yl)-5-[({1-[2-fluoro-4-(trifluoromethoxy) phenyl]cyclopropyl}carbonyl) amino]benzoate